ClC1=C(C=CC(=C1)F)C(=O)N1CC2CCC(C1)N2C2=C(C(=CC=C2)F)OCOC (2-chloro-4-fluoro-phenyl)-[8-[3-fluoro-2-(methoxymethoxy)phenyl]-3,8-diazabicyclo[3.2.1]octan-3-yl]methanone